tert-butyl(((1r,4r)-4-(hydroxymethyl)cyclohexyl)methyl)carbamate C(C)(C)(C)OC(NCC1CCC(CC1)CO)=O